C(CC)(=O)C1OC(C2=CC=CC=C12)=O 3-Propionyl-1(3H)-isobenzofuranone